C(C)(C)(C)OC(NC=1C=NN2C1N=C(C=C2)C2C(C2)C#N)=O [5-(2-Cyanocyclopropyl)pyrazolo[1,5-a]pyrimidin-3-yl]carbamic acid tert-butyl ester